CC1CN(CCN1C)C1=CC=C(NC2=NC=C(C(=N2)NC2=CC=C3C(=N2)C(CC3)(O)CC)C#N)C=C1 2-[4-(3,4-dimethylpiperazin-1-yl)anilino]-4-[(7-ethyl-7-hydroxy-5,6-dihydrocyclopenta[b]pyridin-2-yl)amino]pyrimidine-5-carbonitrile